(5S)-2-(6-ethylpyridin-3-yl)-N-[(3S)-9-fluoro-2-oxo-5-phenyl-1,3-dihydro-1,4-benzodiazepine-3-yl]-5-methyl-6,7-dihydro-5H-pyrazolo[5,1-b][1,3]Oxazine-3-carboxamide C(C)C1=CC=C(C=N1)C1=NN2C(O[C@H](CC2)C)=C1C(=O)N[C@@H]1C(NC2=C(C(=N1)C1=CC=CC=C1)C=CC=C2F)=O